C1(CCC=2C1=CC=1CC3=CC=CC=C3C1C2)=O 2,3-dihydro-cyclopenta[b]fluoren-1(9H)-one